COC(CC1=CC=NC2=CC(=CC=C12)F)=O (7-Fluoroquinolin-4-yl)acetic acid methyl ester